NC=1C=C(C=C(C1)[C@@H]1C[C@@H](CCC1)C(=O)N1C(CCC1)CCCC)N1N=CC(=C1C1CC1)C(=O)O 1-(3-amino-5-((1S,3R)-3-(2-butylpyrrolidine-1-carbonyl)cyclohexyl)phenyl)-5-cyclopropyl-1H-pyrazole-4-carboxylic acid